(1H)-quinolinone N1C(C=CC2=CC=CC=C12)=O